bis(3-cyclohexyl-4-hydroxyphenyl)-2-hydroxyphenylmethane C1(CCCCC1)C=1C=C(C=CC1O)C(C1=C(C=CC=C1)O)C1=CC(=C(C=C1)O)C1CCCCC1